(S)-(-)-9-fluoro-2,3-dihydro-3-methyl-10-(4-methyl-1-piperazinyl)-7-oxo-7H-pyrido[1,2,3-de]-[1,4]benzoxazine-6-carboxylic acid FC=1C(=C2C=3N([C@H](CO2)C)C=C(C(C3C1)=O)C(=O)O)N1CCN(CC1)C